C(C)(C)(C)C1=NC=CC(=C1)C1=C(N=C(S1)NC(=O)N1[C@@H](C[C@H](C1)NS(=O)(=O)C1CC1)C(=O)N)C (2S,4R)-N1-(5-(2-(tert-butyl)pyridin-4-yl)-4-methylthiazol-2-yl)-4-(cyclopropanesulfonylamino)pyrrolidine-1,2-dicarboxamide